thionaphthalenetetracarboxylic acid diimide C1(=C(C(=C(C2=CC=CC=C12)C(=O)O)C(O)=N)C(O)=N)C(=S)O